C(C)(C)C1=CN(C2=CC=C(C=C12)OC1=C(C=C(N)C=C1C)C)S(=O)(=O)C1=CC=C(C=C1)C 4-[[3-isopropyl-1-(4-methylbenzene-sulfonyl)indol-5-yl]oxy]-3,5-dimethylaniline